tert-butyl 3-(5-(2,4-difluorophenyl)-1,3,4-thiadiazole-2-carboxamido)-3-(2-ethoxy-2-oxoethyl)azetidine-1-carboxylate FC1=C(C=CC(=C1)F)C1=NN=C(S1)C(=O)NC1(CN(C1)C(=O)OC(C)(C)C)CC(=O)OCC